N-(2-(benzyloxy)ethyl)-N-(2-hydroxyethyl)acetamide C(C1=CC=CC=C1)OCCN(C(C)=O)CCO